BrC1=C(C=2C(N(CC(C2N1)CC(F)(F)F)C)=O)C1=CC=C(C=C1)F 2-bromo-3-(4-fluorophenyl)-5-methyl-7-(2,2,2-trifluoroethyl)-1,5,6,7-tetrahydro-4H-pyrrolo[3,2-c]pyridin-4-one